C(=O)=C1CN(CC2=CC=CC=C12)C(=O)[O-] 4-carbonyl-3,4-dihydro-isoquinoline-2(1H)-carboxylate